BROMOPYRAZOLE C1=C(NN=C1)Br